C(C)C1=NC(=CC=C1N1C[C@H](CCC1)CC(=O)OCC=C)C=1N=NN(C1CO)C prop-2-en-1-yl 2-[(3R)-1-{2-ethyl-6-[5-(hydroxymethyl)-1-methyl-1H-1,2,3-triazol-4-yl]pyridin-3-yl}piperidin-3-yl]acetate